N-(4-(2,5-dimethyloxazol-4-yl)-2-methoxyphenyl)-6-methyl-8-(7-oxa-2-azaspiro[3.5]nonan-2-yl)pyrido[3,4-d]pyrimidin-2-amine CC=1OC(=C(N1)C1=CC(=C(C=C1)NC=1N=CC2=C(N1)C(=NC(=C2)C)N2CC1(C2)CCOCC1)OC)C